ClC1=CC=C(N=N1)C(C(=O)NC=1C=NC=C(C1)OC)C 2-(6-chloropyridazin-3-yl)-N-(5-methoxypyridin-3-yl)propanamide